NC1=NC=NN2C1=C(C=C2C2C[C@@H](N(C2)C(=O)OC(C)(C)C)COC)C#CC2=CC(=CC(=C2)OC)OC tert-butyl (2R)-4-[4-amino-5-[2-(3,5-dimethoxyphenyl)ethynyl]pyrrolo[2,1-f][1,2,4]triazin-7-yl]-2-(methoxymethyl)pyrrolidine-1-carboxylate